C(C)(=O)C=1C=C(C=CC1)NC(=O)NC=1C=C2C(N(C(=NC2=CC1)C)C(COC)C)=O 1-(3-acetylphenyl)-3-(3-(1-methoxypropan-2-yl)-2-methyl-4-oxo-3,4-dihydroquinazolin-6-yl)urea